ClC1=C(C(=CC=C1)F)N1N=CC2=C1COC[C@H]2NC(=O)C2=NC=C1N2CCCC1 (S)-N-(1-(2-chloro-6-fluorophenyl)-1,4,5,7-tetrahydropyrano[3,4-c]pyrazol-4-yl)-5,6,7,8-tetrahydroimidazo[1,5-a]pyridine-3-carboxamide